O=C1N(CCC2=CC=CC=C12)CC1=CC=C(C=C1)C(F)(F)F 1-oxo-2-(4-(trifluoromethyl)benzyl)-1,2,3,4-tetrahydroisoquinoline